C(CCCCCCCCCCCCCC)[Si](OC)(OC)OC n-pentadecyl-trimethoxysilane